COC(C(C(=O)OC)(CC#C)CC#C)=O 2,2-bis(prop-2-ynyl)malonic acid dimethyl ester